BrC=1C(=C2C(=NC1)NCC21CC(CC1)=CS(=O)(=O)C)Cl 5'-Bromo-4'-chloro-3-((methylsulfonyl)methylene)-1',2'-dihydrospiro[cyclopentane-1,3'-pyrrolo[2,3-b]pyridine]